(2S,5R,13aS)-N-(2-fluorobenzyl)-8-hydroxy-7,9-dioxo-2,3,4,5,7,9,13,13a-octahydro-2,5-methanopyrido[1',2':4,5]pyrazino[2,1-b][1,3]oxazepine-10-carboxamide FC1=C(CNC(=O)C=2C(C(=C3N(C[C@@H]4O[C@H]5CC[C@@H](N4C3=O)C5)C2)O)=O)C=CC=C1